1-(4-isocyanatomethyl-phenyl)-3-methyl-butan-1-one N(=C=O)CC1=CC=C(C=C1)C(CC(C)C)=O